(S)-N-(2,5-dimethoxyphenyl)-3-(2-fluoro-4-methylphenyl)-3-(thiazol-2-yl)pyrrolidine-1-carboxamide COC1=C(C=C(C=C1)OC)NC(=O)N1C[C@@](CC1)(C=1SC=CN1)C1=C(C=C(C=C1)C)F